CNC1CC(CCC1)NC N1,N3-dimethyl-1,3-cyclohexanediamine